2-(2,5-dichloropyrimidin-4-yl)propan-2-ol ClC1=NC=C(C(=N1)C(C)(C)O)Cl